(6S,7S)-N-ethyl-7-(ethylsulfonamido)-6-((2-fluoro-[1,1'-biphenyl]-3-yl)methyl)-5-azaspiro[2.4]heptane-5-carboxamide C(C)NC(=O)N1CC2(CC2)[C@@H]([C@@H]1CC=1C(=C(C=CC1)C1=CC=CC=C1)F)NS(=O)(=O)CC